ClC=1C=C2C(N(C(=NC2=CC1)C)CC1=C(C=CC=C1)F)=O 6-chloro-3-(2-fluorobenzyl)-2-methylquinazolin-4(3H)-one